Tridecyl alcohol Triethyl-citrate C(C)C(C(C(C(=O)O)(CC)CC)(O)C(=O)O)C(=O)O.C(CCCCCCCCCCCC)O